CC/C=C\\C/C=C\\C/C=C\\C/C=C\\CCC(=O)O The molecule is a polyunsaturated fatty acid that is hexadecanoic acid with unsaturation at positions 4, 7, 10 and 13. It is found in Daphnia galeata. It has a role as a Daphnia galeata metabolite. It is a polyunsaturated fatty acid, a long-chain fatty acid and a straight-chain fatty acid.